C1=CC=CC=2C3=CC=CC=C3C(C12)COC(=O)N[C@@H](CC(=O)O)C(=O)NCN1C(N(CCC1=O)C1=C(C=CC(=C1)I)OC)=O (S)-3-((((9H-fluoren-9-yl)methoxy)carbonyl)amino)-4-(((3-(5-iodo-2-methoxyphenyl)-2,6-dioxotetrahydropyrimidine-1(2H)-yl)methyl)amino)-4-oxobutanoic acid